[C@H]1([C@H](O)[C@@H](O)[C@@H](O)[C@H](O1)CO)OC[C@@H]([C@@H]([C@@H](CCCC)O)O)NC(CCCCCCCCCCCCCCCCCCC)=O (2S,3S,4R)-1-O-(α-D-galactosyl)-2-(N-eicosanoylamino)-1,3,4-octanetriol